3-(5-(1-(2-(4-(4-amino-3-(4-phenoxyphenyl)-1H-pyrazolo[3,4-d]pyrimidin-1-yl)-[1,4'-bipiperidin]-1'-yl)ethyl)piperidin-4-yl)-1-oxoisoindolin-2-yl)piperidine-2,6-dione NC1=C2C(=NC=N1)N(N=C2C2=CC=C(C=C2)OC2=CC=CC=C2)C2CCN(CC2)C2CCN(CC2)CCN2CCC(CC2)C=2C=C1CN(C(C1=CC2)=O)C2C(NC(CC2)=O)=O